BrC1=C(C(=C(N)C(=C1F)I)F)C 4-bromo-2,5-difluoro-6-iodo-3-methylaniline